methyl 4-((1,4-dimethylpiperidin-4-yl) ethynyl)-6-methylpicolinate CN1CCC(CC1)(C)C#CC1=CC(=NC(=C1)C)C(=O)OC